5-(5-fluoro-2-((5-(4-((methylsulfonyl)methyl)piperidin-1-yl)pyridin-2-yl)amino)pyrimidin-4-yl)-N,4-dimethylthiazol-2-amine FC=1C(=NC(=NC1)NC1=NC=C(C=C1)N1CCC(CC1)CS(=O)(=O)C)C1=C(N=C(S1)NC)C